N-((3-methyl-1-(6-(1-methyl-1H-pyrazol-4-yl)pyrazolo[1,5-a]pyrazin-4-yl)pyrrolidin-3-yl)methyl)-5-(1-methylcyclopropyl)-1,2,4-oxadiazole-3-carboxamide CC1(CN(CC1)C=1C=2N(C=C(N1)C=1C=NN(C1)C)N=CC2)CNC(=O)C2=NOC(=N2)C2(CC2)C